[Na].N1=CC=C2N1C=CC(=N2)O Pyrazolo[1,5-a]-pyrimidin-5-ol sodium salt